C(C)(C)(C)C1=NOC(=C1)NC(NC1=C(C=C(C=C1)CCC1=CC(=NC=C1)NC(C)=O)F)=O N-[4-(2-{4-[3-(3-tert-Butyl-isoxazol-5-yl)-ureido]-3-fluoro-phenyl}-ethyl)-pyridin-2-yl]-acetamide